dimethyl-amino alcohol nickel [Ni].CN(C)O